CC(C(CCCC=CC)C(=O)OCC)C(=O)OC(C)(C)C 2-(tert-butyl) 3-ethyl non-7-ene-2,3-dicarboxylate